4-(3-chloro-4-fluorobenzyl)-2,5-dimethyl-N-[(Z)-piperidin-1-ylmethylidene]aniline ClC=1C=C(CC2=CC(=C(\N=C/N3CCCCC3)C=C2C)C)C=CC1F